Tert-butyl 2-({[(tert-butoxy)carbonyl]({2-[4-(methoxycarbonyl)-1,3-thiazol-2-yl]ethyl})amino} methyl)-1H-1,3-benzodiazole-1-carboxylate C(C)(C)(C)OC(=O)N(CCC=1SC=C(N1)C(=O)OC)CC1=NC2=C(N1C(=O)OC(C)(C)C)C=CC=C2